4-(2-cyclohexylethyl)-4-phenyl-1,3-benzoxazin-2(4H)-one C1(CCCCC1)CCC1(NC(OC2=C1C=CC=C2)=O)C2=CC=CC=C2